ClC=1C(=CC(=C(C1)N(C(=O)[C@@H]1N(C(C2=CC(=CC(=C12)OC)OC)=O)C1=NC(=CC(=C1)C(F)(F)F)C)C)F)F (R)-N-(5-chloro-2,4-difluorophenyl)-5,7-dimethoxy-N-methyl-2-(6-methyl-4-(trifluoromethyl)pyridin-2-yl)-3-oxoisoindoline-1-carboxamide